tert-butyl 4-[(1r,3r)-3-[(3R)-4-[4-chloro-2-(2,6-dioxopiperidin-3-yl)-1,3-dioxoisoindol-5-yl]-3-methylpiperazin-1-yl]cyclobutoxy]piperidine-1-carboxylate ClC1=C2C(N(C(C2=CC=C1N1[C@@H](CN(CC1)C1CC(C1)OC1CCN(CC1)C(=O)OC(C)(C)C)C)=O)[C@H]1C(NC(CC1)=O)=O)=O